BrC1=C(C(=NC=C1)N)C(=C)C1=CC(=CC=C1)OC(C)C 4-bromo-3-(1-(3-isopropoxyphenyl)vinyl)pyridin-2-amine